NC1=NC(=C2N=CN(C2=N1)[C@H]1C[C@H](C1)COP(=O)(OC1=C(C=CC=C1)Br)N[C@@H](C)C(=O)OC)OC methyl (((cis-3-(2-amino-6-methoxy-9H-purin-9-yl) cyclobutyl)methoxy)(2-bromophenoxy) phosphoryl)-L-alaninate